bromo-2,4-dichloro-8-fluoro-6-(trifluoromethyl)quinazoline BrC1=C2C(=NC(=NC2=C(C=C1C(F)(F)F)F)Cl)Cl